CC1CN(CC1)C1=NC(=NC=C1C(F)(F)F)NC1=CC=C(C=C1)N1C[C@@H](CC1)O (3R)-1-(4-{[4-(3-methylpyrrolidin-1-yl)-5-(trifluoromethyl)pyrimidin-2-yl]amino}phenyl)pyrrolidine-3-ol